2-chloro-4-(((3-chloro-6,7-dihydrospiro[cyclopenta[d]pyrazolo[1,5-a]pyrimidine-5,4'-piperidine]-8-yl)amino)methyl)benzenesulfonamide dihydrochloride Cl.Cl.ClC1=C(C=CC(=C1)CNC1=C2C(=NC=3N1N=CC3Cl)C3(CCNCC3)CC2)S(=O)(=O)N